3-(2-chlorobenzyl)urea ClC1=C(CNC(N)=O)C=CC=C1